NC(CCC(=O)N1CCC(CC1)C1=NN(C=2C=CC=C(C12)C1=C(C=C2C=NN(C2=C1)C)F)CC(=O)NCC=1N=NN(C1)CC(=O)O)=O 2-(4-((2-(3-(1-(4-amino-4-oxobutanoyl)piperidin-4-yl)-5'-fluoro-1'-methyl-1H,1'H-[4,6'-biindazol]-1-yl)acetamido)methyl)-1H-1,2,3-triazol-1-yl)acetic acid